NC1=C(C(=NN1C1CC(C1)F)C1=C2C=CNC2=C(C=C1)CNC(C1=C(C=CC(=C1)F)OC)=O)C(=O)N 5-amino-3-(7-((5-fluoro-2-methoxybenzamido)methyl)-1H-indol-4-yl)-1-(3-fluorocyclobutyl)-1H-pyrazole-4-carboxamide